O1C(=CC2=C1C=CC=C2)C2=C(C=CC=C2)C(=O)O BENZOFURANYL-HYDROXYPHENYL-METHANONE